(E)-3-(4-methoxyphenyl)-N-(1H-pyrazol-3-yl)-N-(tetrahydrofuran-2-ylmethyl)prop-2-enamide COC1=CC=C(C=C1)/C=C/C(=O)N(CC1OCCC1)C1=NNC=C1